C(CCCC)OC(COC1=CC=CC=C1)=O phenoxyacetic acid pentyl ester